CC(C(=O)O)O.C(CO)(=O)OC Methyl glycolate (Methyl glycolate)